COC=1C(=CC=2C3=C(C=NC2C1)N(C(N3C3=C(C=NC=C3)OC)=O)C)C=3C=NNC3 7-Methoxy-1-(3-methoxypyridin-4-yl)-3-methyl-8-(1H-pyrazol-4-yl)-1,3-dihydroimidazo[4,5-c]quinolin-2-one